(R)-3-(5-bromo-7-fluoro-2-(4-fluorophenyl)-1H-indol-3-yl)-N-(1-hydroxypropan-2-yl)propenamide BrC=1C=C2C(=C(NC2=C(C1)F)C1=CC=C(C=C1)F)C=CC(=O)N[C@@H](CO)C